C(C1=CC=CC=C1)OC1=CC=C(C=C1)C=1SC=C(N1)C(=O)NCCN1CCCCC1 (4-(benzyloxy)phenyl)-N-(2-(piperidin-1-yl)ethyl)thiazole-4-carboxamide